3-(6-(((3R,4R)-1-(5-chloro-4-((1-(3-hydroxy-3-methylbutyl)-2-oxoindolin-6-yl)amino)pyrimidin-2-yl)-3-methylpiperidin-4-yl)amino)-1-methyl-1H-indazol-3-yl)piperidine-2,6-dione ClC=1C(=NC(=NC1)N1C[C@H]([C@@H](CC1)NC1=CC=C2C(=NN(C2=C1)C)C1C(NC(CC1)=O)=O)C)NC1=CC=C2CC(N(C2=C1)CCC(C)(C)O)=O